8-(5-bromo-3,4-dihydro-2H-quinolin-1-yl)-10-fluoro-2,4,5,7,12-pentazatricyclo[7.4.0.02,6]trideca-1(13),3,5,7,9,11-hexaene BrC1=C2CCCN(C2=CC=C1)C1=NC2=NN=CN2C2=CN=CC(=C12)F